BrC=1C=C2C(OCC=3C=C(N=CC3C3=CN=C(C(NS(C(C1OC)=C2)(=O)=O)=C3)OC)C(F)(F)F)=O 13-bromo-14,19-dimethoxy-16,16-dioxo-5-(trifluoromethyl)-9-oxa-16λ6-thia-4,17,20-triazatetracyclo[16.3.1.111,15.02,7]tricosa-1(21),2(7),3,5,11,13,15(23),18(22),19-nonaen-10-one